((2R)-5-methylpiperazin-2-yl)acetonitrile CC1NC[C@H](NC1)CC#N